Tert-Butyl 4-[methyl({[methyl({[6-(trifluoromethoxy)-1,3-benzothiazol-2-yl]carbamoyl}methyl) carbamoyl]methyl})amino]piperidine-1-carboxylate CN(C1CCN(CC1)C(=O)OC(C)(C)C)CC(N(CC(NC=1SC2=C(N1)C=CC(=C2)OC(F)(F)F)=O)C)=O